2-((E)-(2-(2-methylpentane-2-yl)-4H-benzo[H]chromen-4-ylidene) methyl)-4-((2-(2-methylpentane-2-yl) benzo[H]chromen-1-ium-4-yl) methylene)-3-oxocyclobut-1-en-1-oate CC(C)(CCC)C=1OC2=C3C(=CC=C2\C(\C1)=C\C1=C(C(C1=O)=CC1=CC(=[O+]C2=C4C(=CC=C12)C=CC=C4)C(C)(CCC)C)C(=O)[O-])C=CC=C3